C(=O)C=1C(=C2C=C(N(C2=CC1)CC1CCNC(CC1)=O)C#N)C 5-Formyl-4-methyl-1-[(7-oxoazepan-4-yl)methyl]-1H-indole-2-carbonitrile